2,2,2-trifluoro-1-(4-propylphenyl)ethan-1-one [rac-2-(3,5-dichloro-2-pyridyl)-1-methyl-propyl](2S)-2-[(3-hydroxy-4-methoxy-pyridine-2-carbonyl)amino]propanoate ClC=1C(=NC=C(C1)Cl)C(C(C)OC([C@H](C)NC(=O)C1=NC=CC(=C1O)OC)=O)C.FC(C(=O)C1=CC=C(C=C1)CCC)(F)F